FC(OC1=CC=C(C=C1)NC(=O)N)(F)F 4-(trifluoromethoxy)phenyl-urea